C1(CCC(=O)OP(=S)(P(C2=CC=CC=C2)C2=CC=CC=C2)O1)=O 2-(diphenylphosphinothiophosphoryl) succinate